N1=CC(=CC2=CC=CC=C12)[C@@H](CC(=O)O)N1N=C(C=C1)CCCC1=NC=2NCCCC2C=C1 |r| (±)-3-(quinolin-3-yl)-3-(3-(3-(5,6,7,8-tetrahydro-1,8-naphthyridin-2-yl)propyl)-1H-pyrazol-1-yl)propionic acid